(3s,4r)-4-((5-chloro-4-(8-fluoro-3-(1-hydroxyethyl)-2,4-dimethylquinolin-6-yl)pyrimidin-2-yl)amino)tetrahydro-2H-pyran-3-ol ClC=1C(=NC(=NC1)N[C@H]1[C@@H](COCC1)O)C=1C=C2C(=C(C(=NC2=C(C1)F)C)C(C)O)C